CC1=C(C=CC(=N1)OC1CC2(CN(C2)C=O)C1)C(F)(F)F (6-((6-methyl-5-(trifluoromethyl)pyridin-2-yl)oxy)-2-azaspiro[3.3]heptan-2-yl)methanone